ClC1=C(C=C(C=C1)F)C1NC(C2=C1C(=CC1=C(N(N=C21)C)CCO)C2=C(C(=O)N)C=C(C=C2F)C(F)(F)F)=O (6-(2-chloro-5-fluorophenyl)-3-(2-hydroxyethyl)-2-methyl-8-oxo-2,6,7,8-tetrahydropyrrolo[3,4-g]indazol-5-yl)-3-fluoro-5-(trifluoromethyl)benzamide